ClC=1C=C2C3=C(NC2=CC1)[C@@H](N(CC3)C3=NC(=NS3)C(F)(F)F)CC(C)C (1S)-6-chloro-1-(2-methylpropyl)-2-[3-(trifluoromethyl)-1,2,4-thiadiazol-5-yl]-2,3,4,9-tetrahydro-1H-pyrido[3,4-b]indole